CC(CO)=CC(CC=C(C)C)C 2,4,7-trimethylocta-2,6-dien-1-ol